FC=1C(=C(C=CC1F)C1CCN(CC1)C(=O)C1=NNC=2CN(CCC21)C(C)=O)C(F)(F)F 1-(3-(4-(3,4-difluoro-2-(trifluoromethyl)phenyl)piperidine-1-carbonyl)-1,4,5,7-tetra-hydro-6H-pyrazolo[3,4-c]pyridin-6-yl)-ethan-1-one